C1(=CC=CC=C1)C=1N=CC(=NC1C1=CC=CC=C1)N(CCCCOCC(=O)O)C(C)C 2-[4-[(5,6-diphenylpyrazin-2-yl)-propan-2-ylamino]butoxy]acetic acid